4-[[2-(5-chloro-2-hydroxy-phenyl)acetyl]amino]-N-(1H-imidazol-2-yl)pyridine-2-carboxamide ClC=1C=CC(=C(C1)CC(=O)NC1=CC(=NC=C1)C(=O)NC=1NC=CN1)O